(5-bromo-4-fluoro-1-oxoisoindolin-2-yl)piperidine-2,6-dione BrC=1C(=C2CN(C(C2=CC1)=O)N1C(CCCC1=O)=O)F